ClS(=O)(=O)CCOC1=CC=CC=C1 o-(chlorosulfonyl)ethoxybenzene